N1(CCOCC1)C(=O)C=1C=C(C=CC1)B(O)O 3-(morpholine-4-carbonyl)phenylboronic acid